COC1=C(CNC=2C=3N(C4=C(C(=CC=C4N2)C(=O)OC)F)C=NC3)C=CC(=C1)OC methyl 4-((2,4-dimethoxybenzyl) amino)-9-fluoroimidazo[1,5-a]quinoxaline-8-carboxylate